(2-chloroethyl)-6,7,8,9-tetrahydro-9-hydroxy-2-methyl-4H-pyrido[1,2-a]pyrimidin-4-one ClCCC1=C(N=C2N(C1=O)CCCC2O)C